FC(CN1N=C(C(=C1)C1=CN=C2N1C=CN=C2NC2=CC(=C(C(=O)NCC(N1CCNCC1)=O)C=C2)CC)C(F)(F)F)F 4-[[3-[1-(2,2-difluoroethyl)-3-(trifluoromethyl)pyrazol-4-yl]imidazo[1,2-a]pyrazin-8-yl]amino]-2-ethyl-N-(2-oxo-2-piperazin-1-yl-ethyl)benzamide